(S)-(3-(((5-(2-((6-(4H-1,2,4-triazol-4-yl)-1H-indazol-4-yl)amino)ethoxy)pentan-2-yl)amino)methyl)-5-(trifluoromethoxy)phenyl)methanol N=1N=CN(C1)C1=CC(=C2C=NNC2=C1)NCCOCCC[C@H](C)NCC=1C=C(C=C(C1)OC(F)(F)F)CO